C1(CC1)C=1C=C(CC2=CC=C(N=N2)NC(=O)C2=NN(C(CC2)=O)C)C=CC1 N-(6-(3-cyclopropylbenzyl)pyridazin-3-yl)-1-methyl-6-oxo-1,4,5,6-tetrahydropyridazine-3-carboxamide